ClC=1C=C2C=C(NC2=CC1OCC=1C=NC=CC1)CNC(=O)C1(CC1)C N-((5-chloro-6-(pyridin-3-ylmethoxy)-1H-indol-2-yl)methyl)-1-methylcyclopropane-1-carboxamide